5-Ethyl-2-methoxy-N-(7-(pyrimidin-2-yl)benzo[d]isoxazol-3-yl)benzenesulfonamide C(C)C=1C=CC(=C(C1)S(=O)(=O)NC1=NOC2=C1C=CC=C2C2=NC=CC=N2)OC